NC=1OC2=C(C=NC=C2N2CC(CCCC2)C(=O)N2[C@H](C3=C(C=C(C=C3CC2)Cl)Cl)C)N1 (1-(2-aminooxazolo[4,5-c]pyridin-7-yl)azepan-3-yl)((S)-6,8-dichloro-1-methyl-3,4-dihydroisoquinolin-2(1H)-yl)methanone